diethylorthoformate C(C)OC(OCC)[O-]